CC1=NOC(=C1C=1C=C(C=CC1OC[C@@H]1NCCCC1)NC(CC=1SC=CN1)=O)C (R)-N-(3-(3,5-dimethylisoxazol-4-yl)-4-(piperidin-2-ylmethoxy)phenyl)-2-(thiazol-2-yl)acetamide